Boc-3-amino-L-tyrosine C(=O)(OC(C)(C)C)N[C@@H](CC1=CC(=C(C=C1)O)N)C(=O)O